ClC=1C=C(C#N)C=C(C1N1N=CC=2C=NC(=CC21)NC2=NC=NC(=C2)CO)F 3-chloro-5-fluoro-4-(6-((6-(hydroxymethyl)pyrimidin-4-yl)amino)-1H-pyrazolo[4,3-c]pyridin-1-yl)benzonitrile